ClC=1C=C(OCC2=C(C=C(C=C2)NC(CC2=C(C=CC=C2)Cl)=O)S(N)(=O)=O)C=CC1F N-(4-((3-chloro-4-fluorophenoxy)methyl)-3-sulfamoylphenyl)-2-(2-chlorophenyl)acetamide